FC(C(=O)O)(F)F.FC(C(=O)O)(F)F.NCC(CC=1N(C(NN1)=O)CC=1SC2=C(C1)C=CC(=C2)C2=CC=C(C=C2)N2CCNCC2)=C(F)F [2-(aminomethyl)-3,3-difluoro-allyl]-4-[[6-(4-piperazin-1-ylphenyl)benzothien-2-yl]methyl]-1,2,4-triazol-3-one bistrifluoroacetate salt